CC1=C(C(=C(SC=C1)C)C)C tetramethylthiepine